4-amino-3,3-dimethylbutyldiethoxymethylsilane NCC(CC[SiH2]C(OCC)OCC)(C)C